BrC=1C(=NC(=NC1)NC=1C=C2CCN(CC2=CC1)CC1=NC=CC=C1)NC1=C(C(=O)NC)C=CC=C1 2-[5-Bromo-2-(2-pyridin-2-ylmethyl-1,2,3,4-tetrahydro-isoquinolin-6-ylamino)-pyrimidin-4-ylamino]-N-methyl-benzamide